C(CCCCCCC)N1C2=CC=CC=C2C=2C=C(C=CC12)C=1C2=CC=CC=C2C=C2C=CC=CC12 N-octyl-3-(9-anthryl)-carbazole